C(C)(=O)O[C@@H]1O[C@]([C@H]([C@H]1OC(C)=O)OCC1=CC=CC=C1)(C=C1CC1)COCC1=CC=CC=C1 (2S,3R,4S,5R)-4-(benzyloxy)-5-((benzyloxy)methyl)-5-(cyclopropylidenemethyl)tetrahydrofuran-2,3-diyl diacetate